methyl-N-(1-methylcyclopropyl)-5-[4-(4-propylpyrimidin-2-yl)piperidine-1-carbonyl]furo[2,3-d]pyrimidin-4-amine CC=1N=C(C2=C(N1)OC=C2C(=O)N2CCC(CC2)C2=NC=CC(=N2)CCC)NC2(CC2)C